C(#N)/C(/C(=O)NC1=CC(=C(C=C1)OC1=CC=C(C=C1)C(F)(F)F)C)=C(\C=1C=NOC1C)/O (Z)-2-cyano-3-hydroxy-N-(3-methyl-4-(4-(trifluoromethyl)phenoxy)phenyl)-3-(5-methylisoxazol-4-yl)acrylamide